FC=1C(=NC(=NC1)NC=1C=NC(=CC1)OC)NC1=CC=C(CN(C(C=C)=O)C)C=C1 N-(4-(5-fluoro-2-(6-methoxypyridin-3-ylamino)pyrimidin-4-ylamino)benzyl)-N-methylacrylamide